CS(=O)C1=NN2C(C=N1)=CN=C2C(C)CC 2-methanesulfinyl-7-(sec-butyl)imidazo[4,3-f][1,2,4]triazine